C1(CC1)C1=C(N=C(C(=N1)C(=O)N)NC1=CC(=CC=C1)OCCCNC([C@H](C)NC)=O)NC1CCOCC1 (S)-6-cyclopropyl-3-((3-(3-(2-(methylamino)propanamido)propoxy)phenyl)amino)-5-((tetrahydro-2H-pyran-4-yl)amino)pyrazine-2-carboxamide